N1=C(N=CC(=C1)C1C(C1)C=1C=C(C2=C(N(C(=N2)C)C(C)C)C1)F)C1=NC=CC=N1 6-(2-([2,2'-bipyrimidin]-5-yl)cyclopropyl)-4-fluoro-1-isopropyl-2-methyl-1H-benzo[d]imidazole